(1R,5S)-7,9-dibenzyl-7,9-diazaspiro[bicyclo[3.3.1]nonane-3,3'-oxetane] C(C1=CC=CC=C1)N1C[C@@H]2CC3(COC3)C[C@H](C1)N2CC2=CC=CC=C2